pyridin-2-yldisulfide N1=C(C=CC=C1)SSC1=NC=CC=C1